FC1C(C1)C(=O)NC=1N=C2N(C=C(C=C2)C2=C(C(=CC=C2)F)COC)C1 2-fluoro-N-(6-(3-fluoro-2-(methoxymethyl)phenyl)imidazo[1,2-a]pyridin-2-yl)cyclopropanecarboxamide